2-{8-[(2-cyano-2-methylideneethyl)amino]-7-(2-methoxyethoxy)naphthalen-2-yl}-N-(1-methylpiperidin-4-yl)pyrimidine-4-carboxamide C(#N)C(CNC=1C(=CC=C2C=CC(=CC12)C1=NC=CC(=N1)C(=O)NC1CCN(CC1)C)OCCOC)=C